C1(=CC=CC=C1)NP(OCC)(=O)CC=1N=C2N(C=CC(=C2)C2=NOC(=N2)C(F)(F)F)C1 ethyl N-phenyl-P-((7-(5-(trifluoromethyl)-1,2,4-oxadiazol-3-yl)imidazo[1,2-a]pyridin-2-yl)methyl)phosphonamidate